ClC1=CC=C(C=C1)NC1=CC=C(C=C1)Cl Bis(4-chlorophenyl)amine